[N-](C#N)C#N.C(C=C)N1CN(C=2N(C(N(C)C(C12)=O)=O)C)C 7-allyl-9-methyl-theophylline dicyanamide salt